C(=O)(C=C)N(CCSSCCN)C(=O)C=C N,N-bis(acryl)cystamine